(5-((6-((R)-3-(4-chloro-3-fluorophenyl)isoxazolidine-2-yl)pyrimidine-4-yl)amino)-2-((S)-3-(dimethylamino)pyrrolidine-1-yl)-4-methoxyphenyl)acrylamide ClC1=C(C=C(C=C1)[C@@H]1N(OCC1)C1=CC(=NC=N1)NC=1C(=CC(=C(C1)C(C(=O)N)=C)N1C[C@H](CC1)N(C)C)OC)F